3-(difluoromethoxy)-4-[4-(difluoromethylsulfonyl)-3-methyl-phenyl]-1-trityl-pyrazolo[3,4-c]pyridine-5-carboxamide FC(OC1=NN(C2=CN=C(C(=C21)C2=CC(=C(C=C2)S(=O)(=O)C(F)F)C)C(=O)N)C(C2=CC=CC=C2)(C2=CC=CC=C2)C2=CC=CC=C2)F